C1(C(CCCC1)CO)CO 2-cyclohexanedimethanol